tert-butyl 3-amino-3-(2-(benzyloxy)-1-fluoroethyl)piperidine-1-carboxylate NC1(CN(CCC1)C(=O)OC(C)(C)C)C(COCC1=CC=CC=C1)F